Triphosphatriazine P1=PP=NN=N1